Fmocaminoxyacetic acid C(=O)(OCC1C2=CC=CC=C2C2=CC=CC=C12)NOCC(=O)O